1-(quinoxalin-6-ylmethyl)phloroglucinol N1=CC=NC2=CC(=CC=C12)CC1(O)CC(O)=CC(O)=C1